1-bromo-4,6-heptadiene BrCCCC=CC=C